ClC=1C=CC=2C3=C(NC2C1)C=C(C=N3)C3=C(N=NN3C)C 7-chloro-3-(1,4-dimethyl-1H-1,2,3-triazol-5-yl)-5H-pyrido[3,2-b]indole